COC1=NC(=CC=C1C1=C(C=C(C(=O)N2[C@@H](CC[C@@H]2C2=C(C=CC=C2)F)C(=O)O)C=C1)F)OC (2S,5R)-1-(4-(2,6-dimethoxypyridin-3-yl)-3-fluorobenzoyl)-5-(2-fluorophenyl)pyrrolidine-2-carboxylic acid